C(CCC(=O)O)(=O)O.OCCN1C(CC(CC1(C)C)O)(C)C N-β-hydroxyethyl-2,2,6,6-tetramethyl-4-hydroxy-piperidine succinate